FC1=CC=C2C(=CN=CC2=C1)C(C)C 7-fluoro-4-isopropylisoquinolin